CN1C(=C2C(=C1)C(CC2)NC(OCC2=NN(C=N2)C)=O)C(NC2=CC(=NC=C2)C(F)(F)F)=O (1-Methyl-1H-1,2,4-triazol-3-yl)methyl (2-methyl-1-((2-(trifluoromethyl) pyridin-4-yl)carbamoyl)-2,4,5,6-tetrahydrocyclopenta[c]pyrrol-4-yl)carbamate